ClC1=CC=C(C=N1)C1=C(C(=NC=C1)N)N (6-chloro-3-pyridyl)pyridine-2,3-diamine